C(C)C(CN(CN1N=C(N=N1)C1=NC=CC=C1)CC(CCCC)CC)CCCC 2-ethyl-N-(2-ethylhexyl)-N-((5-(pyridin-2-yl)-2H-tetrazol-2-yl)methyl)hexan-1-amine